1,3-BIS(4-PHENOXYBENZOYL)BENZENE O(C1=CC=CC=C1)C1=CC=C(C(=O)C2=CC(=CC=C2)C(C2=CC=C(C=C2)OC2=CC=CC=C2)=O)C=C1